C1(=CC=CC=C1)CC(=O)OC[C@H]1O[C@H]([C@]([C@@H]1O)(C)F)N1C2=NC(=NC(=C2N=C1)NC)N ((2R,3R,4R,5R)-5-(2-amino-6-(methylamino)-9H-purin-9-yl)-4-fluoro-3-hydroxy-4-methyltetrahydrofuran-2-yl)methyl 2-phenylacetate